C(C)(C)(C)OC(=O)N1CCCCC1 piperidin-1-carboxylic acid tert-butyl ester